5-bromopentanyl (4,4-bis(undecyloxy) butanoate) C(CCCCCCCCCC)OC(CCC(=O)OCCCCCBr)OCCCCCCCCCCC